(Z)-5-bromo-4-(2-nitrovinyl)thiazole BrC1=C(N=CS1)\C=C/[N+](=O)[O-]